N1(N=CN=C1)CC1(CCCC1)O (1H-1,2,4-triazol-1-ylmethyl)cyclopentanol